C1(CCCCC1)CC1(CN2C(C=3C=CC=CC13)=NC1=C2C=CC=C1)C(=O)[O-] 5-(cyclohexylmethyl)-5,6-dihydrobenzo[4,5]imidazo[2,1-a]isoquinoline-5-carboxylate